(S)-4-Fluoro-N'-((1,2,3,5,6,7-hexahydrodicyclopenta[b,e]pyridin-8-yl)carbamoyl)-5-(2-hydroxypropan-2-yl)thiophene-2-sulfonimidamide FC=1C=C(SC1C(C)(C)O)[S@](=O)(N)=NC(NC1=C2C(=NC3=C1CCC3)CCC2)=O